4-(2',4'-dimethoxyphenyl-Fmoc-aminomethyl)-phenoxyacetyl-p-methylbenzylamine COC1=C(C=CC(=C1)OC)C(C1=CC=C(OCC(=O)NCC2=CC=C(C=C2)C)C=C1)(N)C(=O)OCC1C2=CC=CC=C2C2=CC=CC=C12